(4aS,9bS)-7-(trifluoromethoxy)-1,2,3,4,4a,9b-hexahydrobenzofuro[3,2-b]pyridine hydrogen chloride Cl.FC(OC1=CC2=C(C=C1)[C@@H]1NCCC[C@@H]1O2)(F)F